CC1C(C1)NC1=NC(=NC(=N1)NC1=CC(=NC=C1)C(F)(F)F)C1=NC=CC=C1 (2-Methyl-cyclopropyl)-6-pyridin-2-yl-N'-(2-trifluoromethyl-pyridin-4-yl)-[1,3,5]triazine-2,4-diamine